1-(2-(3-isobutoxy-4-methoxyphenyl)-2-oxoethyl)-2,6-dimethylpyridin-4(1H)-one C(C(C)C)OC=1C=C(C=CC1OC)C(CN1C(=CC(C=C1C)=O)C)=O